(1R,9S)-1-amino-9-ethyl-5-fluoro-9-hydroxy-1-(2-hydroxyethyl)-4-methyl-1,2,3,9,12,15-hexahydro-10H,13H-benzo[de]pyrano[3',4':6,7]indolizino[1,2-b]quinoline-10,13-dione hydrochloride Cl.N[C@]1(CCC=2C=3C1=C1C(=NC3C=C(C2C)F)C2=CC3=C(C(N2C1)=O)COC([C@]3(O)CC)=O)CCO